C(C)(=O)ON1C(CCCC1C)C 2,6-dimethylpiperidin-1-yl acetate